((R)-1-hydroxypropan-2-yl)-8-(4-(trifluoromethyl)cyclohex-1-en-1-yl)quinoline-3-carboxamide OC[C@H](C)C1=NC2=C(C=CC=C2C=C1C(=O)N)C1=CCC(CC1)C(F)(F)F